trans-N,N'''-1,2-cyclohexanediylbis(N'-cyanoguanidine) [C@@H]1([C@@H](CCCC1)NC(=N)NC#N)NC(=N)NC#N